CC=1C=C(C=C2C(NC(=NC12)C1=CC2=C(C=N1)C=CS2)=O)CC(=O)N2CCOCC2 8-methyl-6-(2-morpholino-2-oxoethyl)-2-(thieno[3,2-c]pyridin-6-yl)quinazolin-4(3H)-one